N-[[4-(hydroxymethyl)-7-(5-isopropoxythiazol-2-yl)-2,3-dihydrobenzofuran-5-yl]methyl]prop-2-enamide OCC1=C(C=C(C2=C1CCO2)C=2SC(=CN2)OC(C)C)CNC(C=C)=O